ethyl methyl (thien-2-yl)boronate S1C(=CC=C1)B(OCC)OC